N-{4-[(3-chloro-1-{[2-(trimethylsilyl)ethoxy]methyl}-1H-pyrrolo[2,3-b]pyridin-4-yl)oxy]-3,5-difluorophenyl}-5,5-dimethyl-5,6-dihydro-4H-1,3-oxazin-2-amine ClC1=CN(C2=NC=CC(=C21)OC2=C(C=C(C=C2F)NC=2OCC(CN2)(C)C)F)COCC[Si](C)(C)C